CC(C)(C)OC(=O)NC1=CC=C(C=N1)C1=CC=C(C=C1)C1=CC=2C(=CN=CC2)N1C(=O)OC(C)(C)C tert-butyl 2-[4-[6-[(2-methylpropan-2-yl)oxycarbonylamino]pyridin-3-yl]phenyl]pyrrolo[2,3-c]-pyridine-1-carboxylate